((S)-2-amino-3-(3,4-dihydroxyphenyl)propanoyl)-L-tyrosine tert-butyl-(1-(5-cyclopropyl-1H-pyrazole-3-carbonyl)azetidin-3-yl)carbamate C(C)(C)(C)N(C(=O)OC1=CC=C(C[C@H](NC([C@H](CC2=CC(=C(C=C2)O)O)N)=O)C(=O)O)C=C1)C1CN(C1)C(=O)C1=NNC(=C1)C1CC1